FC1=C(C=C(C=C1)\C=N\N(C1=NS(C2=C1C=CC=C2)(=O)=O)C)OC(F)(F)F N-[(E)-[4-Fluoro-3-(trifluoromethoxy)phenyl]methylenamino]-N-methyl-1,1-dioxo-1,2-benzothiazol-3-amin